C(C1=CC=CC=C1)(=O)OCCC(C(COC(C1=CC=CC=C1)=O)OC(C1=CC=CC=C1)=O)OC(C1=CC=CC=C1)=O 3,4,5-tribenzoyloxyamyl benzoate